4-methylpiperazine-1-carboxylic acid [(2s,3s,4E,6r,7r,10s)-2-[(E)-1-[3-(ethylsulfamoyl) phenyl] prop-1-en-2-yl]-10-hydroxy-3,7-dimethyl-12-oxo-1-oxocyclododec-4-en-6-yl] ester C(C)NS(=O)(=O)C=1C=C(C=CC1)\C=C(/C)\[C@H]1C(C(C[C@H](CC[C@H]([C@H](/C=C/[C@@H]1C)OC(=O)N1CCN(CC1)C)C)O)=O)=O